4-(1-aminoethyl)benzene-1-sulfonamide NC(C)C1=CC=C(C=C1)S(=O)(=O)N